3-[[(3R,4R)-4-[4-Chloro-2-(5-fluoro-2-pyridyl)-1H-imidazol-5-yl]-3-methyl-1-piperidyl]sulfonyl]-N-(5-methyl-1,3,4-oxadiazol-2-yl)propenamide ClC=1N=C(NC1[C@H]1[C@H](CN(CC1)S(=O)(=O)C=CC(=O)NC=1OC(=NN1)C)C)C1=NC=C(C=C1)F